C(C)N1C(=[N+](C(=C1C)C)CC)C(=O)[O-] 1,3-diethyl-4,5-dimethylimidazolium-2-carboxylate